(E)-4-(2-ethoxyvinyl)-6-fluoro-5-(4-fluoro-3-(1H-pyrazol-3-yl)phenoxy)-1-tosyl-1H-indole C(C)O/C=C/C1=C2C=CN(C2=CC(=C1OC1=CC(=C(C=C1)F)C1=NNC=C1)F)S(=O)(=O)C1=CC=C(C)C=C1